1-((3S,4R)-4-(4-fluorophenyl)-1-(2-methoxyethyl)pyrrolidin-3-yl)-3-(1',4-dimethyl-1-phenyl-1H,1'H-3,4'-bipyrazol-5-yl)thiourea FC1=CC=C(C=C1)[C@H]1[C@@H](CN(C1)CCOC)NC(=S)NC1=C(C(=NN1C1=CC=CC=C1)C=1C=NN(C1)C)C